[K+].C1(CC1)C(=O)[O-] cyclopropane-1-carboxylate potassium